N-(1-((1S,3R)-3-hydroxycyclopentyl)-1H-1,2,4-triazol-3-yl)-2-(3-methylisoxazol-5-yl)acetamide O[C@H]1C[C@H](CC1)N1N=C(N=C1)NC(CC1=CC(=NO1)C)=O